2-(4-bromophenyl)-5-methyl-2,4-dihydro-3H-pyrazol-3-one BrC1=CC=C(C=C1)N1N=C(CC1=O)C